(6β)-3-methoxy-17-methylmorphinan-6-ol COC=1C=CC=2C[C@@H]3[C@@H]4CC[C@H](C[C@@]4(C2C1)CCN3C)O